N1(N=CC=C1)CCNC(=O)C1=NOC(=C1)C1=COC=C1 N-(2-(1H-pyrazol-1-yl)ethyl)-5-(furan-3-yl)isoxazole-3-carboxamide